N-((2S,3R)-3-hydroxy-1-(((R)-3-methyl-1-((5R,7S)-5,6,7-trimethyl-4,9-dioxo-1,3,6,2-dioxazaboronan-2-yl)butyl)amino)-1-oxobutan-2-yl)-6-phenylpicolinamide O[C@@H]([C@@H](C(=O)N[C@@H](CC(C)C)B1OC(C[C@@H](N([C@@H](C(O1)=O)C)C)C)=O)NC(C1=NC(=CC=C1)C1=CC=CC=C1)=O)C